CN1[C@H]2[C@@H](CC1)CN(C2)C2=C(C=CC(=N2)NC2=CC1=C(C=N2)SC(=N1)C1=CC(=NC=C1)C)C1CCOCC1 6-[(3aS,6aS)-1-Methyl-octahydropyrrolo[3,4-b]pyrrol-5-yl]-N-[2-(2-methylpyridin-4-yl)-[1,3]thiazolo[5,4-c]pyridin-6-yl]-5-(oxan-4-yl)pyridin-2-amine